C(C(=C)C)(=O)OOOC(C)(C)C (tert-butylperoxy) methacrylate